7-methyl-5-(1H-pyrrole-2-carbonyl)-N-(m-tolyl)-4,5,6,7-tetrahydro-1H-pyrazolo[4,3-c]pyridine-3-carboxamide CC1C2=C(CN(C1)C(=O)C=1NC=CC1)C(=NN2)C(=O)NC=2C=C(C=CC2)C